(1R,4S)-2-((S)-2-(6-bromohexanamido)-3,3-dimethylbutanoyl)-4-hydroxy-N-((R)-1-(4-(4-methylthiazol-5-yl)phenyl)ethyl)cyclopentane-1-carboxamide BrCCCCCC(=O)N[C@H](C(=O)C1[C@@H](C[C@H](C1)O)C(=O)N[C@H](C)C1=CC=C(C=C1)C1=C(N=CS1)C)C(C)(C)C